5-[(4-aminocyclohexyl)-methyl-amino]-3-(trifluoromethyl)pyridine NC1CCC(CC1)N(C=1C=C(C=NC1)C(F)(F)F)C